BrC1=CC=C(C=C1)N(C(C=C)=O)C1=NC=C(C=C1)C1=CC=C(C=C1)C N-(4-bromophenyl)-N-[5-(4-methylphenyl)pyridin-2-yl]prop-2-enamide